(2-(dodec-1,10-dien-1-yloxy)ethyl)benzene C(=CCCCCCCCC=CC)OCCC1=CC=CC=C1